Cl.FC=1C=CC(=C(C1)C(C(=O)NC1=NC=CC=C1)N1C=NC2=CC=C(C=C2C1=O)C1=CC=C(C=C1)C1CCN(CC1)C)O 2-(5-fluoro-2-hydroxyphenyl)-2-(6-(4-(1-methylpiperidin-4-yl)phenyl)-4-oxoquinazolin-3(4H)-yl)-N-(pyridin-2-yl)acetamide hydrochloride